N(=C=O)[C@H](C(=O)OCC)CCCCN=C=O (S)-Ethyl 2,6-diisocyanatohexanoat